5-cyclohexyl-7-(3,5-difluorophenyl)-5,6,7,8-tetrahydro-2,7-naphthyridine-3-carboxylic acid ethyl ester C(C)OC(=O)C=1N=CC=2CN(CC(C2C1)C1CCCCC1)C1=CC(=CC(=C1)F)F